C1(=CC=CC=C1)C=1C(=C(C(=C(C(=O)OC)C1)C1=CC=CC=C1)C1=CC=CC=C1)C1=CC=CC=C1 methyl tetraphenylbenzoate